N-(3-(((2-chloro-5-(3,3-diethoxyprop-1-yn-1-yl)pyrimidin-4-yl)amino)methyl)pyrazine-2-yl)-N-methylmethanesulfonamide ClC1=NC=C(C(=N1)NCC=1C(=NC=CN1)N(S(=O)(=O)C)C)C#CC(OCC)OCC